N12NNCC=C2CCCC1 triazabicyclo(4.4.0)dec-5-ene